CC1=NN(C2=C3C(=C(C=C12)O)C=CC=C3)C3=NC=CC=C3 3-methyl-1-(pyridin-2-yl)-1H-benzo[g]indazol-5-ol